1,2,4-triazole sodium salt [Na].N1N=CN=C1